2-hydroxy-4,6-bis(3-methoxystyryl)pyrimidine OC1=NC(=CC(=N1)C=CC1=CC(=CC=C1)OC)C=CC1=CC(=CC=C1)OC